(5-chloro-4-(1-(cyclopropanesulfonyl)-1H-pyrazol-4-yl)pyrimidin-2-yl)-2-(2-(dimethylamino)ethyl)-2H-indazol-6-amine ClC=1C(=NC(=NC1)C=1N(N=C2C=C(C=CC12)N)CCN(C)C)C=1C=NN(C1)S(=O)(=O)C1CC1